4-(2-((2-(8-methylimidazo[1,5-a]pyridin-3-yl)propan-2-yl)amino)-2-oxoethyl)piperidine-1-carboxylic acid tert-butyl ester C(C)(C)(C)OC(=O)N1CCC(CC1)CC(=O)NC(C)(C)C1=NC=C2N1C=CC=C2C